6-chloro-N-(cyclopropylmethyl)-2-(2,6-dichloro-3,5-dimethoxyphenyl)pyrido[3,4-d]pyrimidine-4-amine ClC1=CC2=C(N=C(N=C2NCC2CC2)C2=C(C(=CC(=C2Cl)OC)OC)Cl)C=N1